ClC=1C2=C(N(C(CC1CO)=O)CC1=CC(=C(C=C1)C)F)C=CC=C2 5-chloro-1-(3-fluoro-4-methylbenzyl)-4-(hydroxymethyl)-1,3-dihydro-2H-benzo[b]azepine-2-One